1-(1Z-hexadecenyl)-2-(7Z,10Z,13Z,16Z-docosatetraenoyl)-glycero-3-phosphoserine CCCCCCCCCCCCCC/C=C\OC[C@H](COP(=O)(O)OC[C@@H](C(=O)O)N)OC(=O)CCCCC/C=C\C/C=C\C/C=C\C/C=C\CCCCC